bis[bis[4-(3,5-di(trifluoro-methyl)-benzenesulfonyloxy)phenyl]phenylsulfonium] perfluoropropane-1-carboxylate FC(C(C(F)(F)F)(F)F)(C(=O)[O-])F.FC(C=1C=C(C=C(C1)C(F)(F)F)S(=O)(=O)OC1=CC=C(C=C1)[S+](C1=CC=CC=C1)C1=CC=C(C=C1)OS(=O)(=O)C1=CC(=CC(=C1)C(F)(F)F)C(F)(F)F)(F)F.FC(C=1C=C(C=C(C1)C(F)(F)F)S(=O)(=O)OC1=CC=C(C=C1)[S+](C1=CC=CC=C1)C1=CC=C(C=C1)OS(=O)(=O)C1=CC(=CC(=C1)C(F)(F)F)C(F)(F)F)(F)F.FC(C(C(F)(F)F)(F)F)(C(=O)[O-])F